Br.CC1(CC(C1)N)NC=1C2=C(N=CN1)N(C=C2)S(=O)(=O)C2=CC=C(C)C=C2 1-methyl-N1-(7-tosyl-7H-pyrrolo[2,3-d]pyrimidin-4-yl)cyclobutane-1,3-diamine hydrobromide